FC1=C(C=CC(=C1)OC1=NN(C=C1)S(=O)(=O)C(C)C)NC1=C2C(=NC=N1)NN=C2C2CCN(CC2)C(C=C)=O 1-(4-(4-((2-fluoro-4-((1-(isopropylsulfonyl)-1H-pyrazol-3-yl)oxy)phenyl)amino)-1H-pyrazolo[3,4-d]pyrimidin-3-yl)piperidin-1-yl)prop-2-en-1-one